CC1=CC2=C(C(C=CS2)=O)C=C1 7-Methylbenzothiopyran-4-one